methyl 2-(6'-bromo-1',3'-dioxo-1'H-spiro[cyclopropane-1,4'-isoquinolin]-2'(3'H)-yl)butanoate BrC=1C=C2C3(C(N(C(C2=CC1)=O)C(C(=O)OC)CC)=O)CC3